NC1=C(C=CC=C1)NC(=O)C1CCN(CC1)C=1C2=C(N=CN1)NC=C2C(=O)C2=C(C=C(C=C2)OC2=CC=CC=C2)Cl N-(2-aminophenyl)-1-(5-{[2-chloro-4-(phenyloxy)phenyl]carbonyl}-7H-pyrrolo[2,3-d]pyrimidin-4-yl)piperidine-4-carboxamide